(R)-5-hydroxy-2-(2-(2-hydroxyethyl)piperidin-1-yl)-N-(isoxazol-4-yl)-1-methyl-6-oxo-1,6-dihydropyrimidine-4-carboxamide OC1=C(N=C(N(C1=O)C)N1[C@H](CCCC1)CCO)C(=O)NC=1C=NOC1